tert-butyl N-[5-(dimethylphosphoryl)pyridin-2-yl]carbamate CP(=O)(C)C=1C=CC(=NC1)NC(OC(C)(C)C)=O